CC1=C(C(=CC=C1)C)C=1C(=CC(=C(C=O)C1)O)OC 5-(2,6-dimethylphenyl)-2-hydroxy-4-methoxy-benzaldehyde